(4-((2-(diethylamino)ethyl)carbamoyl)phenyl)carbamic acid 2,5-dioxopyrrolidin-1-yl ester O=C1N(C(CC1)=O)OC(NC1=CC=C(C=C1)C(NCCN(CC)CC)=O)=O